C(C)(C)(C)C1=CC=CC2=C(C3=CC=CC=C3C(=C12)OC(=O)C1C(C2C(=CC1C2)C)C(=O)O)OC(=O)C2C(C1C(=CC2C1)C)C(=O)O 4-(tert-butyl)-9,10-bis[2-carboxy(3,6-methano-4-methyl-4-cyclohexenyl)]carbonyloxyanthracene